1-butyl-2-methoxy-1-(phenylethynyl)-1,2-dihydro-3H-imidazo[1,5-a]indol-3-one C(CCC)C1(N(C(N2C1=CC=1C=CC=CC21)=O)OC)C#CC2=CC=CC=C2